3-fluoro-5-formyl-N-(6-((3aR,6aS)-hexahydrocyclopenta[c]pyrrol-2(1H)-yl)pyridin-3-yl)-4-hydroxybenzoamide FC=1C=C(C(=O)NC=2C=NC(=CC2)N2C[C@@H]3[C@H](C2)CCC3)C=C(C1O)C=O